BrC1=C(COC(CO)C)C=CC=C1F 2-(2-bromo-3-fluorobenzyloxy)-1-propanol